C1S\C(\N2C1CNCC2)=N/C(=O)C2=CNC1=NC=CC=C12 (Z)-N-(hexahydro-3H-thiazolo[3,4-a]pyrazin-3-ylidene)-1H-pyrrolo[2,3-b]pyridine-3-carboxamide